NC1COC(OC1)[C@@H](CN(C1=CC=C(C#N)C=C1)CC1=CC(=C(C=C1)OC)F)F 4-(((R)-2-((2r,5R)-5-amino-1,3-dioxan-2-yl)-2-fluoroethyl)(3-fluoro-4-methoxybenzyl)amino)benzonitrile